2-{(1R,5S)-3'-[(5-cyclopropyl-3-(2,6-dichlorophenyl)isoxazol-4-yl)methoxy]-8-azaspiro[bicyclo[3.2.1]octane-3,1'-cyclobutane]-8-yl}-4-fluorobenzo[d]thiazole-6-carboxylic acid C1(CC1)C1=C(C(=NO1)C1=C(C=CC=C1Cl)Cl)COC1CC2(C1)C[C@H]1CC[C@@H](C2)N1C=1SC2=C(N1)C(=CC(=C2)C(=O)O)F